3-(1-(1-(6-(4-((1R,2S)-6-Hydroxy-2-phenyl-1,2,3,4-tetrahydronaphthalen-1-yl)-phenoxy)hexyl)piperidin-4-yl)-4-oxo-4H-thieno[3,4-c]pyrrol-5(6H)-yl)piperidine-2,6-dione OC=1C=C2CC[C@@H]([C@@H](C2=CC1)C1=CC=C(OCCCCCCN2CCC(CC2)C=2SC=C3C2CN(C3=O)C3C(NC(CC3)=O)=O)C=C1)C1=CC=CC=C1